NC1=C(C=C(C=C1)C=1C=C2C(N(C=NC2=CC1)CCN(C)C)=O)[N+](=O)[O-] 6-(4-amino-3-nitrophenyl)-3-(2-(dimethylamino)ethyl)quinazolin-4(3H)-one